NC1=C2C([C@]3([C@](OC4=C3C=CC(=C4)[C@@H](C)C4CC4)(C2=CC=C1)O)NC(CN1CCC1)=O)=O N-((4bR,9bR)-1-Amino-7-((S)-1-cyclopropylethyl)-4b-hydroxy-10-oxo-4b,10-dihydro-9bH-indeno[1,2-b]benzofuran-9b-yl)-2-(azetidin-1-yl)acetamide